2-(4-hydroxy-3,5-di-tert-butylanilino)-4,6-bis-(n-octylsulfanyl)-1,3,5-triazine OC1=C(C=C(NC2=NC(=NC(=N2)SCCCCCCCC)SCCCCCCCC)C=C1C(C)(C)C)C(C)(C)C